(1-cyclobutyl-5-methyl-1H-pyrazol-3-yl)methanol C1(CCC1)N1N=C(C=C1C)CO